2,5-bis(ethylamino)1,4-benzoquinone C(C)NC=1C(C=C(C(C1)=O)NCC)=O